C(C)(=O)N1CCC(CC1)N1CC2=C(CC1)N(C(=N2)C(=O)NC2=C(C(=CC=C2)C2=C(C(=NC=C2)Cl)Cl)C)C 5-(1-acetylpiperidin-4-yl)-N-(3-(2,3-dichloropyridin-4-yl)-2-methylphenyl)-1-methyl-4,5,6,7-tetrahydro-1H-imidazo[4,5-c]pyridine-2-carboxamide